2-[4-(methoxycarbonyl)phenyl]acetic acid COC(=O)C1=CC=C(C=C1)CC(=O)O